C(C)(C)C=1C=C(C=CC1OC1=CC=NC2=CC=CC=C12)N1C(N(CC1=O)C=1C=NC=C(C1)C(F)(F)F)=O 3-[3-isopropyl-4-(4-quinolinyloxy)phenyl]-1-[5-(trifluoromethyl)-3-pyridinyl]-2,4-imidazolidinedione